ClC=1C=C2C(=CC=NC2=CC1)NC=1C=C(C=C(C1)OC)O 3-((6-Chloroquinolin-4-yl)amino)-5-methoxyphenol